6-(4-(4-((7-Cyclobutoxy-4-oxo-3,4-dihydrophthalazin-1-yl)methyl)picolinoyl)piperazin-1-yl)nicotinonitrile C1(CCC1)OC1=CC=C2C(NN=C(C2=C1)CC1=CC(=NC=C1)C(=O)N1CCN(CC1)C1=NC=C(C#N)C=C1)=O